C1(=C(C=CC=C1)C1=C(C2=C(OC3=C2C=CC=C3)C=C1)C1=C(C=CC=C1)C1=CC=CC=3C2=CC=CC=C2C2=CC=CC=C2C13)C1=CC=CC=C1 (biphenylyl)[(triphenylenyl)phenyl]Dibenzofuran